BrC=1C=C(C=C(C1)NC1=NC(=NC=C1Cl)NC=1C=NN(C1)C)NC(C=C)=O N-[3-bromo-5-({5-chloro-2-[(1-methyl-1H-pyrazol-4-yl)amino]pyrimidin-4-yl}amino)phenyl]prop-2-enamide